N=1NN=NC1C1=CC=C(C=C1)[C@@](C(=O)[O-])(CC(C)(C)C)N (R)-2-(4-(2H-tetrazol-5-yl) phenyl)-2-amino-4,4-dimethylpentanoate